ClC1=CC=C(C=C1)N1C(=NC=2NC(N(C(C12)=O)CC(=O)O)=O)C1=NC=CC=C1Cl [7-(4-chlorophenyl)-8-(3-chloropyridin-2-yl)-2,6-dioxo-3H-purin-1-yl]acetic acid